ClC1=C(C(=O)NC2=CC=C(C=C2)C2=NN(C(=C2)NC(=O)C2CCCCCC2)C)C=CC=C1 N-(3-(4-(2-Chlorobenzamido)phenyl)-1-methyl-1H-pyrazol-5-yl)cycloheptanecarboxamide